FC1=CC(=C(C=C1F)C1=CC=C(C(=N1)N1C(C[C@@H](C1)C)(C)C)C(=O)NS(=O)(=O)C=1C(NC=CC1)=O)OC 6-(4,5-Difluoro-2-methoxyphenyl)-N-[(2-oxo-1H-pyridin-3-yl)sulfonyl]-2-[(4S)-2,2,4-trimethylpyrrolidin-1-yl]pyridin-3-carboxamid